2-amino-5-(4-((1R,5S)-3-(2,2-difluoropropyl)-3-azabicyclo[3.1.0]hex-1-yl)phenyl)-N-((1R,4R)-4-hydroxycyclohexyl)nicotinamide NC1=C(C(=O)NC2CCC(CC2)O)C=C(C=N1)C1=CC=C(C=C1)[C@@]12CN(C[C@H]2C1)CC(C)(F)F